2-(4-phenoxyphenyl)-1,6,7,8,9,10-hexahydroimidazo[1',2':1,5]pyrazolo[3,4-d]azepine-3-carboxamide O(C1=CC=CC=C1)C1=CC=C(C=C1)C=1NC=2N(N=C3CCNCCC32)C1C(=O)N